4-(amino(4,5-dichloro-2-hydroxyphenyl)methyl)-N-cyclopropylpiperidine-1-carboxamide NC(C1CCN(CC1)C(=O)NC1CC1)C1=C(C=C(C(=C1)Cl)Cl)O